methyl nicotinate (methyl 3-picolinate) CC1=NC=CC=C1C(=O)O.C(C1=CN=CC=C1)(=O)OC